N-(5-((2-(2,6-dioxopiperidin-3-yl)-1,3-dioxoisoindol-4-yl)amino)pentyl)cyclopropane-1-carboxamide O=C1NC(CCC1N1C(C2=CC=CC(=C2C1=O)NCCCCCNC(=O)C1CC1)=O)=O